C/C=C/C(=O)SCCNC(=O)CCNC(=O)[C@@H](C(C)(C)COP(=O)([O-])OP(=O)([O-])OC[C@@H]1[C@H]([C@H]([C@@H](O1)N2C=NC3=C(N=CN=C32)N)O)OP(=O)([O-])[O-])O The molecule is tetraanion of crotonoyl-CoA arising from deprotonation of phosphate and diphosphate functions. It has a role as a human metabolite. It is a conjugate base of a crotonoyl-CoA.